C1(CCC1)NC1=NC(=CC(=C1)C(=O)NC[C@H]([C@H]1NCC2=CC(=CC=C2C1)O)O)N1CCN(CC1)C(C)C 2-(Cyclobutylamino)-N-[(2R)-2-hydroxy-2-[(3S)-7-hydroxy-1,2,3,4-tetrahydroisoquinolin-3-yl]-ethyl]-6-(4-isopropylpiperazin-1-yl)pyridine-4-carboxamide